BrC(C1=C(C=C(C(=C1)C(Br)Br)C(Br)Br)C(Br)Br)Br 1,2,4,5-tetra(dibromomethyl)benzene